Racemic-(2-oxooxazolidin-4-yl)methyl 4-methylbenzenesulfonate CC1=CC=C(C=C1)S(=O)(=O)OC[C@@H]1NC(OC1)=O |r|